C([O-])([O-])=O cis-carbonate